FC(C)(F)C1=NN2C(N(C(C(CC2)C2=NC(=NN2)C(=O)N)=O)C)=C1 (2-(1,1-difluoroethyl)-4-methyl-5-oxo-7,8-dihydro-6H-pyrazolo[1,5-a][1,3]diazepin-6-yl)-1,2,4-triazole-3-carboxamide